1-[6,7-dimethyl-4-(methylamino)-1,3-dihydro-2H-pyrrolo[3,4-c]pyridin-2-yl]-3-(1H-pyrazol-4-yl)propan-1-one CC1=C(C2=C(C(=N1)NC)CN(C2)C(CCC=2C=NNC2)=O)C